1,3,5-tris(cyanoethoxy)pentane Methyl-6-(7-diphenoxyphosphoryloxy-2,3,4,5-tetrahydroazepin-1-yl)-4-fluoro-pyridine-3-carboxylate COC(=O)C=1C=NC(=CC1F)N1CCCCC=C1OP(=O)(OC1=CC=CC=C1)OC1=CC=CC=C1.C(#N)CCOCCC(CCOCCC#N)OCCC#N